(R or S)-N-(1-(6-(4-cyanopyridin-3-yl)-5-fluoro-1-neopentyl-1H-indol-3-yl)ethyl)cyclopropanesulfonamide C(#N)C1=C(C=NC=C1)C1=C(C=C2C(=CN(C2=C1)CC(C)(C)C)[C@@H](C)NS(=O)(=O)C1CC1)F |o1:22|